4-(3-(trifluoromethoxy)phenyl)piperidine-4-carbonitrile FC(OC=1C=C(C=CC1)C1(CCNCC1)C#N)(F)F